FC(S(=O)(=O)OC=1C=2N(C=C(C1)N1CCC(CC1)(F)F)N=CC2C#N)(F)F 3-cyano-6-(4,4-difluoropiperidin-1-yl)pyrazolo[1,5-a]pyridin-4-yl trifluoromethanesulfonate